tert-butyl (1S,4S,5S)-5-iodo-2-azabicyclo[2.2.1]heptane-2-carboxylate I[C@@H]1[C@@H]2CN([C@H](C1)C2)C(=O)OC(C)(C)C